C(C=CC1=CC=CC=C1)(=O)OC(CN)CN 1,3-diaminopropan-2-yl cinnamate